ClC1=CC=NC(=C1C(=O)NCC=1C=NC(=CC1)OC)OCC(C)C 4-chloro-2-isobutoxy-N-((6-methoxypyridin-3-yl)methyl)nicotinamide